ethoxyimidazolo[1,2-a]pyridine C(C)OC=1N=C2N(C=CC=C2)C1